1-((6-cyclopropylimidazo[1,2-a]pyridin-2-yl)methyl)-N-(2-phenoxyethyl)-1H-pyrazole-4-sulfonamide C1(CC1)C=1C=CC=2N(C1)C=C(N2)CN2N=CC(=C2)S(=O)(=O)NCCOC2=CC=CC=C2